1-hexyl-3-propylpyrrolidinium methanesulfonate CS(=O)(=O)[O-].C(CCCCC)[NH+]1CC(CC1)CCC